N-(4-((5-cyanothiazol-2-yl)oxy)-3-methylphenyl)-3-methoxycyclobutane-1-carboxamide C(#N)C1=CN=C(S1)OC1=C(C=C(C=C1)NC(=O)C1CC(C1)OC)C